C[C@H](CN1CC2=C(CCC1)C=CC=C2)NC2CCC1(CN(C1)C(=O)C=1OC(=CC1)CO)CC2 {7-[(R)-1-methyl-2-(2,3,4,5-tetrahydro-1H-2-benzazepin-2-yl)ethylamino]-2-aza-2-spiro[3.5]nonyl}[5-(hydroxymethyl)-2-furyl]methanone